2-(4-(5-(3-((2-ethylhexyl)oxy)-5-pentadecylphenyl)pent-4-yn-1-yl)piperazin-1-yl)ethanol C(C)C(COC=1C=C(C=C(C1)CCCCCCCCCCCCCCC)C#CCCCN1CCN(CC1)CCO)CCCC